N-[(1S)-2-[[5-(3,5-dimethyl-1H-pyrazol-4-yl)-6-fluoro-2-pyridinyl]amino]-1-(4-methylcyclohexyl)-2-oxo-ethyl]-2-propyl-pyrazole-3-carboxamide CC1=NNC(=C1C=1C=CC(=NC1F)NC([C@H](C1CCC(CC1)C)NC(=O)C=1N(N=CC1)CCC)=O)C